C(C)(SCC1N(CC(C1)C1=CC=CC=C1)S(=O)(=O)N1CCOCC1)=O S-((1-(morpholinosulfonyl)-4-phenylpyrrolidin-2-yl)methyl) ethanethioate